1-(4-fluorobenzofuran-5-yl)propan-2-one FC1=C(C=CC2=C1C=CO2)CC(C)=O